NCC#CC(=O)N1CC=2N(CC1)N=C(C2C2=CC=NC=C2)C2=CC=C(C=C2)F 4-amino-1-[2-(4-fluorophenyl)-3-(pyridin-4-yl)-6,7-dihydropyrazolo[1,5-a]pyrazin-5(4H)-yl]but-2-yn-1-one